3-(3-methoxy-4-methylphenyl)oxetane-3-amine hydrochloride Cl.COC=1C=C(C=CC1C)C1(COC1)N